tert-butyl (1-(4-bromo-2,6-difluorophenyl)ethyl)carbamate BrC1=CC(=C(C(=C1)F)C(C)NC(OC(C)(C)C)=O)F